C(CCC)[Sn](C=1SC(=CC1)[Sn](CCCC)(CCCC)CCCC)(CCCC)CCCC 2,5-bis(tributylstannyl)thiophene